tert-butyl (1R,3R)-3-hydroxycycloheptyl-carbamate O[C@H]1C[C@@H](CCCC1)NC(OC(C)(C)C)=O